N[C@@H]1CN(CC1)C(=O)OCCCC butyl (S)-3-aminopyrrolidine-1-carboxylate